C(C=C)(=O)OCCCCCCCCCCCCO[Si](OC)(C)C acryloxyundecylmethylmethyldimethoxysilane